3-(1-oxo-5-(((1R,2S)-2-(((tetrahydrofuran-3-yl)methyl)amino)cyclohexyl)methyl)isoindolin-2-yl)piperidine-2,6-dione O=C1N(CC2=CC(=CC=C12)C[C@@H]1[C@H](CCCC1)NCC1COCC1)C1C(NC(CC1)=O)=O